NC1=NC(=NC(=C1C(=O)NC(C)C=CS(=O)(=O)C)OC1=CC=CC=C1)C1CCCC1 4-amino-2-cyclopentyl-N-(4-(methylsulfonyl)but-3-en-2-yl)-6-phenoxypyrimidine-5-carboxamide